ClC=1C=CC(=C(C1)C1=CC=C(C=C1)CN(C(CCCC)=O)[C@H](C(=O)OC)C(C)C)C#N (S)-Methyl 2-(N-((5'-chloro-2'-cyano-[1,1'-biphenyl]-4-yl)methyl)pentanamido)-3-methylbutanoate